(((4-(azetidin-1-ylsulfonyl)-6-(isoindolin-2-ylmethyl)pyridin-3-yl)oxy)methyl)-N-methylpiperidine-1-carboxamide N1(CCC1)S(=O)(=O)C1=C(C=NC(=C1)CN1CC2=CC=CC=C2C1)OCC1N(CCCC1)C(=O)NC